2-[[7-bromo-2-(2-methoxy-3-pyridyl)pyrrolo[3,2-d]pyrimidin-5-yl]methoxy]ethyl-trimethyl-silane BrC1=CN(C2=C1N=C(N=C2)C=2C(=NC=CC2)OC)COCC[Si](C)(C)C